2-(2-chlorophenyl)-4,5-bis(methoxyphenyl)imidazole ClC1=C(C=CC=C1)C=1NC(=C(N1)C1=C(C=CC=C1)OC)C1=C(C=CC=C1)OC